N-ethyl-Aminopiperazine C(C)N1C(CNCC1)N